BrC=1C=NN(C1)CC=1C(=NC=CC1)F (4-bromo-1H-pyrazol-1-yl)methyl-2-fluoropyridine